3-(2-(benzyl-(methyl)amino)-2-oxoethyl)-5-methoxy-1H-indole-1-carboxylic acid tert-butyl ester C(C)(C)(C)OC(=O)N1C=C(C2=CC(=CC=C12)OC)CC(=O)N(C)CC1=CC=CC=C1